(E)-N-(2-(2,4-Dihydroxy-5-(trifluoromethyl)benzoyl)isoindolin-4-yl)-4-(dimethylamino)but-2-enamide OC1=C(C(=O)N2CC3=CC=CC(=C3C2)NC(\C=C\CN(C)C)=O)C=C(C(=C1)O)C(F)(F)F